The molecule is a purine nucleoside in which adenine is attached to xylofuranose via a beta-N(9)-glycosidic bond. It derives from an adenine. C1=NC(=C2C(=N1)N(C=N2)[C@H]3[C@@H]([C@H]([C@H](O3)CO)O)O)N